BrC1=CC=C(C=C1)CC[NH3+] p-bromophenylethylammonium